N-Methyl-bromoacetamide CNC(CBr)=O